C(C=C)OC=1C=CC(=NC1)COC1=NCCC2=CC=CC=C12 ((5-(allyloxy)pyridin-2-yl)methoxy)-3,4-dihydroisoquinolin